2-Chloro-4-fluorotrichlorotoluene ClC1=C(C(Cl)(Cl)Cl)C=CC(=C1)F